Fluoronium bromide [Br-].[FH2+]